4-mercapto-4-mercaptobutane SC(CCC)S